(S)-7'-(3,5-difluorophenyl)-1-(pyrimidine-2-carbonyl)dihydro-1'H,3'H,5'H-spiro[piperidine-4,2'-pyrazolo[1,2-a]pyrazol]-1'-one FC=1C=C(C=C(C1)F)[C@@H]1CCN2N1C(C1(C2)CCN(CC1)C(=O)C1=NC=CC=N1)=O